CC(C)[C@H]1CN(CCN1)C=1N=NC(=CN1)C1=NC=C(C=C1)N1N=CC=N1 2-{3-[(3S)-3-(propan-2-yl)piperazin-1-yl]-1,2,4-triazin-6-yl}-5-(2H-1,2,3-triazol-2-yl)pyridin